C(C)OC(=O)C1=NN(N=C1)CC1C(C(C1)(F)F)(F)F.CC1=CC=CC2=C(C3=CC=CC=C3C=C12)OC(=O)CC(C(=O)O)CCCCCCCCCCCCCCCC 4-methyl-9-(2-n-hexadecyl-2-carboxyethyl)carbonyloxyanthracene ethyl-2-((2,2,3,3-tetrafluorocyclobutyl)methyl)-2H-1,2,3-triazole-4-carboxylate